N-(3-chloro-5-(methylsulfonamido)phenyl)-4-(3-((5-fluoropyridin-3-yl)methoxy)pyridin-2-yl)-5-methylthiophene-2-carboxamide ClC=1C=C(C=C(C1)NS(=O)(=O)C)NC(=O)C=1SC(=C(C1)C1=NC=CC=C1OCC=1C=NC=C(C1)F)C